4-(4-(3-Amino-2-fluorophenyl)-2-(tert-butyl)thiazol-5-yl)-N-(1-(methylsulfonyl)-piperidin-4-yl)pyrimidin-2-amine NC=1C(=C(C=CC1)C=1N=C(SC1C1=NC(=NC=C1)NC1CCN(CC1)S(=O)(=O)C)C(C)(C)C)F